4'-n-heptyl-4-cyanobiphenyl C(CCCCCC)C1=CC=C(C=C1)C1=CC=C(C=C1)C#N